Cl.COC([C@]1(NCCC1)CC=C)=O (R)-2-allylproline methyl ester hydrochloride